(E)-1-(3-chloro-2-hydroxy-phenyl)-3-[2-(methoxymethoxy)(trifluoromethyl)phenyl]prop-2-en-1-one ClC=1C(=C(C=CC1)C(\C=C\C1=C(C(=CC=C1)C(F)(F)F)OCOC)=O)O